C(C)(C)OC=1C(=NC=CC1)N1CCOCC1 4-(3-isopropoxypyridin-2-yl)morpholine